2-(1-methyl-2-phenoxyethoxy)ethyl 2-methyl-2-propenoate CC(C(=O)OCCOC(COC1=CC=CC=C1)C)=C